4-(4-hydroxy-7-methoxy-2-methylpyrido[2,3-d]pyrimidin-6-yl)tetrahydro-2H-thiopyran 1,1-dioxide OC=1C2=C(N=C(N1)C)N=C(C(=C2)C2CCS(CC2)(=O)=O)OC